4-(5-((2-morpholinopyrimidin-4-yl)amino)isoxazol-3-yl)phenol O1CCN(CC1)C1=NC=CC(=N1)NC1=CC(=NO1)C1=CC=C(C=C1)O